S1C(=CC=C1)C=1C(OC2=CC=CC=C2C1)=O Thienyl-Coumarin